1-((7-(2-Cyclobutoxyacetyl)-10-hydroxy-7-azaspiro[4.5]decan-10-yl)methyl)-N,N-dimethyl-6-oxo-4-phenyl-1,6-dihydropyridine-3-carboxamide C1(CCC1)OCC(=O)N1CC2(CCCC2)C(CC1)(O)CN1C=C(C(=CC1=O)C1=CC=CC=C1)C(=O)N(C)C